1,3,6-naphthalenetrisulfonyl chloride C1(=CC(=CC2=CC(=CC=C12)S(=O)(=O)Cl)S(=O)(=O)Cl)S(=O)(=O)Cl